COC1=C(C(=CC=C1)OCC1=CC=C(C=C1)OC)C(C=C(SC)SC)=O 1-(2-methoxy-6-((4-methoxybenzyl)oxy)phenyl)-3,3-bis(methylthio)prop-2-en-1-one